4-(4-(4-(tert-Butoxy)phenoxy)piperidin-1-yl)-6-chloro-1-methyl-2-oxo-1,2-dihydro-1,5-naphthyridin-3-carbonitril C(C)(C)(C)OC1=CC=C(OC2CCN(CC2)C2=C(C(N(C3=CC=C(N=C23)Cl)C)=O)C#N)C=C1